O1C(CCC1)C1CN(CCO1)C(=O)N 2-(tetrahydrofuran-2-yl)morpholine-4-carboxamide